N-(4-benzylsulfanyl-2-methyl-phenyl)-6-(cyclohexoxy)-9-tetrahydropyran-2-yl-purin-2-amine C(C1=CC=CC=C1)SC1=CC(=C(C=C1)NC1=NC(=C2N=CN(C2=N1)C1OCCCC1)OC1CCCCC1)C